6-(3,8-diazabicyclo[3.2.1]oct-3-yl)nicotinonitrile hydrochloride Cl.C12CN(CC(CC1)N2)C2=NC=C(C#N)C=C2